N-(3-chloro-2,4-difluorophenyl)-3,3-difluoro-4-hydroxy-1-azaspiro[4.4]nonane-1-thioamide ClC=1C(=C(C=CC1F)NC(=S)N1CC(C(C12CCCC2)O)(F)F)F